FC(=C1CCN(CC1)C1=NN2C(N(C(=C(C2=O)N2CCN(CC2)C(=O)C2=NC=NC(=C2O)C)CC)CC(=O)N)=N1)F 2-(2-(4-(difluoromethylene)piperidin-1-yl)-5-ethyl-6-(4-(5-hydroxy-6-methylpyrimidine-4-carbonyl)piperazin-1-yl)-7-oxo-[1,2,4]triazolo[1,5-a]pyrimidin-4(7H)-yl)acetamide